1-methyl-4,5,6,7-tetrahydropyrazolo[4,3-c]pyridine hydrochloride Cl.CN1N=CC=2CNCCC21